C(CCCCCCCCCCC)[Si](OC)(OC)C dodecyl-(methyl)dimethoxysilane